FC=1C=C2C3=C(NC2=CC1)C(=NC(=C3)C(=O)O)C3=CC=C(C=C3)N(C)S(=O)(=O)C3=CC=C(C=C3)F 6-fluoro-1-[4-[(4-fluorophenyl)sulfonyl-methyl-amino]phenyl]-9H-pyrido[3,4-b]indole-3-carboxylic acid